2-(6-(((1r,2r,3s,5s)-2-fluoro-1,5-dimethyl-8-azabicyclo[3.2.1]oct-3-yl)oxy)pyridazin-3-yl)-5-(6-methoxypyridazin-4-yl)phenol F[C@@H]1[C@]2(CC[C@@](C[C@@H]1OC1=CC=C(N=N1)C1=C(C=C(C=C1)C1=CN=NC(=C1)OC)O)(N2)C)C